16-fluoro-5-(morpholin-4-yl)-7,11-dioxa-4,19,22,23-tetraazapentacyclo[16.5.2.12,6.012,17.021,24]hexacosa-1(23),2(26),3,5,12,14,16,18,20,24-decaene FC=1C=CC=C2OCCCOC3=C(N=CC(C4=NNC5=CN=C(C12)C=C45)=C3)N3CCOCC3